FC1=CC=C(C=C1)[C@@H]1N(CCC2=CC=CC=C12)C(=O)[C@@H]1OC[C@H]([C@H](C1)NC)O ((S)-1-(4-fluorophenyl)-3,4-dihydroisoquinolin-2(1H)-yl)((2R,4S,5S)-5-hydroxy-4-(methylamino)tetrahydro-2H-pyran-2-yl)methanone